ClC1=C(C=NC(=C1)N1CCN(CC1)C)CNC1=NN2C(NC(=CC2=O)CCC)=N1 2-[[4-chloro-6-(4-methylpiperazin-1-yl)-3-pyridyl]methylamino]-5-propyl-4H-[1,2,4]triazolo[1,5-a]pyrimidin-7-one